[Na].FC(C1=CC=C(C=C1)N[C@@H](CC(=O)N)CC)(F)F (3R)-3-[(4-trifluoromethylphenyl)amino]pentanamide sodium